6-(N-(18-(tert-butoxy)-18-oxooctadecanoyl)sulfamoyl)hexanoic acid C(C)(C)(C)OC(CCCCCCCCCCCCCCCCC(=O)NS(=O)(=O)CCCCCC(=O)O)=O